Ethyl (S)-3-(5-cyclopropyl-2',4,4'-trifluoro-6'-(hex-5-en-1-yl)-[1,1'-biphenyl]-3-yl)-3-((R)-2-hydroxypent-4-enamido)propanoate C1(CC1)C=1C(=C(C=C(C1)C1=C(C=C(C=C1CCCCC=C)F)F)[C@H](CC(=O)OCC)NC([C@@H](CC=C)O)=O)F